COC=1C=NC=2N(C1)N=CC2CC2=CC1=C(OC(CO1)C=1C=NC(=CC1)OC)C(=C2)OC 6-methoxy-3-((8-methoxy-2-(6-methoxypyridin-3-yl)-2,3-dihydrobenzo[b][1,4]dioxin-6-yl)methyl)pyrazolo[1,5-a]pyrimidine